CC=1C=CC(=NC1)C[C@H]1OCCN(C1)CC1=CN=C(S1)NC(C)=O (R)-N-(5-((2-((5-Methylpyridin-2-yl)methyl)morpholino)methyl)thiazol-2-yl)acetamid